palladium(2+) chloride [Pd](Cl)Cl